NC1=CC2=C(N(C3=CC=CC=C23)C)N=C1C(C)(C)O 2-(3-amino-9-methyl-9H-pyrido[2,3-b]indol-2-yl)propan-2-ol